1-(4-((4-((3-fluorobenzyl)amino)-7-methoxy-quinazolin-6-yl)oxy)piperidin-1-yl)prop-2-en-1-one FC=1C=C(CNC2=NC=NC3=CC(=C(C=C23)OC2CCN(CC2)C(C=C)=O)OC)C=CC1